4-phenoxy-N-(4-((2-(pyrrolidin-1-yl)pyrimidin-4-yl)amino)phenyl)benzenesulfonamide O(C1=CC=CC=C1)C1=CC=C(C=C1)S(=O)(=O)NC1=CC=C(C=C1)NC1=NC(=NC=C1)N1CCCC1